tert-Butyl (4S)-6-(6-(2-((tert-butoxycarbonyl)amino)-3-cyano-7-fluorothieno[3,2-c]pyridin-4-yl)-5-fluoro-7,9-dihydrofuro[3,4-f]quinazolin-3-yl)-1,6-diazaspiro[3.4]octane-1-carboxylate C(C)(C)(C)OC(=O)NC1=C(C=2C(=NC=C(C2S1)F)C=1C2=C(C=3C=NC(=NC3C1F)N1C[C@@]3(CCN3C(=O)OC(C)(C)C)CC1)COC2)C#N